3-[[4-[(2R)-2-amino-4-methyl-pentoxy]-6-(2,6-dimethylphenyl)-5-methoxy-pyrimidin-2-yl]sulfamoyl]benzoic acid N[C@@H](COC1=NC(=NC(=C1OC)C1=C(C=CC=C1C)C)NS(=O)(=O)C=1C=C(C(=O)O)C=CC1)CC(C)C